N-(carboxymethyl)alanine C(=O)(O)CN[C@@H](C)C(=O)O